ClC=1C2=CN(N=C2C=CC1SC=1N=CC(=NC1)N1CCC2(CCN(CC2NC(OC(C)(C)C)=O)C=2SC=CN2)CC1)C tert-butyl (9-(5-((4-chloro-2-methyl-2H-indazol-5-yl)thio)pyrazin-2-yl)-3-(thiazol-2-yl)-3,9-diazaspiro[5.5]undecane-1-yl)carbamate